FC(CN1N=C(C(=C1)C=1C(=NC(=NC1)N)[Sn](CCCC)(CCCC)CCCC)OC)F (1-(2,2-difluoroethyl)-3-methoxy-1H-pyrazol-4-yl)-4-(tributylstannyl)pyrimidin-2-amine